3,4-dimethoxyphenylacetaldehyde COC=1C=C(C=CC1OC)CC=O